tert-butyl 4-[5-(2-hydroxyethoxy)pentoxy]piperidine-1-carboxylate OCCOCCCCCOC1CCN(CC1)C(=O)OC(C)(C)C